C(C)N1N=CC(=C1)C=1C=NC=2CCN(CC2C1)C1=C(C=CC=N1)C 6-[3-(1-ethylpyrazol-4-yl)-7,8-dihydro-5H-1,6-naphthyridin-6-yl]-5-methyl-pyridine